tert-butyl 6-(5-cyanopyrazolo[3,4-b]pyridin-1-yl)-4-[[1-(hydroxymethyl)cyclopropyl]amino]pyridine-3-carboxylate C(#N)C=1C=C2C(=NC1)N(N=C2)C2=CC(=C(C=N2)C(=O)OC(C)(C)C)NC2(CC2)CO